{5-[di(tert-butyl)(fluoro)silyl]-4-methoxy-2-pyridylamino}acetic acid C(C)(C)(C)[Si](C=1C(=CC(=NC1)NCC(=O)O)OC)(F)C(C)(C)C